(3-(10-bromoanthracene-9-yl)phenyl)dimethylphosphine oxide BrC1=C2C=CC=CC2=C(C2=CC=CC=C12)C=1C=C(C=CC1)P(C)(C)=O